(3R,5R)-(-)-3,5-heptanediol CCC(CC(CC)O)O